C(C)(C)(C)C1=NC=C(C=N1)C=1N=C2SC[C@H](CN2C(C1C#N)=O)C (3S)-8-(2-tert-butylpyrimidin-5-yl)-3-methyl-6-oxo-2H,3H,4H,6H-pyrimido[2,1-b][1,3]thiazine-7-carbonitrile